BrC1=CC=2N(C(=C1NC(=O)C1=CC(=NN1C1=NC=CC=C1Cl)Br)C(=O)NCCSC)N=CC2 5-Bromo-6-(3-bromo-1-(3-chloropyridin-2-yl)-1H-pyrazol-5-carboxamido)-N-(2-(methylthio)ethyl)pyrazolo[1,5-a]pyridin-7-carboxamid